FC=1C(=C2C(=NC(=NN2C1)N[C@@H]1[C@@H](CN(CC1)C)F)OC)C=1C=CC2=C(N(N=N2)C[C@@H](C)F)C1 6-fluoro-N-((3R,4S)-3-fluoro-1-methylpiperidin-4-yl)-5-(1-((R)-2-fluoropropyl)-1H-benzo[d][1,2,3]triazol-6-yl)-4-methoxypyrrolo[2,1-f][1,2,4]triazin-2-amine